((1R,3R)-3-aminocyclobutyl)((R)-3-(trifluoromethyl)-6,7,7a,8,10,11-hexahydro-9H-pyrazino[1,2-d]pyridino[3,2-b][1,4]oxazepin-9-yl)methanone NC1CC(C1)C(=O)N1C[C@@H]2N(C3=C(OCC2)C=C(C=N3)C(F)(F)F)CC1